FC1=C2C3=C(NC2=C(C=C1F)NC)N=CC(=C3N3CCOCC3)C=3C=C1C(C(=CN(C1=NC3)CC(CO)O)C(=O)O)=O 6-[5,6-difluoro-8-(methylamino)-4-morpholino-9H-pyrido[2,3-b]indol-3-yl]-1-(2,3-dihydroxypropyl)-4-oxo-1,8-naphthyridine-3-carboxylic acid